dimethyl 4,5-bis((11-hydroxyundecyl)oxy)phthalate OCCCCCCCCCCCOC=1C=C(C(C(=O)OC)=CC1OCCCCCCCCCCCO)C(=O)OC